(4-hydroxypyridin-2-yl)(pyrrolidin-1-yl)methanone OC1=CC(=NC=C1)C(=O)N1CCCC1